C=CCCC(=O)OC(C)(C)C tert-butyl 1-butene-4-carboxylate